C1(=CC=CC=C1)C=1N=C(SC1)N 4-phenylthiazol-2-amine